C1(CCCCC1)CN1N=NC=C1 1-(cyclohexylmethyl)-1H-1,2,3-triazol